C(#N)N=S(=O)(C)C1=CC=C(C=C1)C=1N(C(C(=CN1)NCCCC1=CC=CC=C1)=O)CC(=O)OC(C)(C)C Tert-butyl 2-(2-(4-(N-cyano-S-methylsulfonimidoyl)phenyl)-6-oxo-5-((3-phenylpropyl)amino)pyrimidin-1(6H)-yl)acetate